N-(4-(7-(((1R,3S,4R)-4-(dimethylamino)-3-methylcyclohexyl)amino)-1-isopropyl-2-oxo-1,4-dihydropyrimido[4,5-d]pyrimidin-3(2H)-yl)-2-fluorophenyl)-1-(4-fluorophenyl)methanesulfonamide CN([C@H]1[C@H](C[C@@H](CC1)NC1=NC=C2C(=N1)N(C(N(C2)C2=CC(=C(C=C2)NS(=O)(=O)CC2=CC=C(C=C2)F)F)=O)C(C)C)C)C